Dilauroyl glutamate N[C@@H](CCC(=O)OC(CCCCCCCCCCC)=O)C(=O)OC(CCCCCCCCCCC)=O